(S)-N-((5,6-dihydro-4H-thieno[2,3-c]pyrrol-2-yl)methyl)-4-oxo-3-(((R)-1-phenylbutyl)amino)-4,6,7,8-tetrahydropyrrolo[1,2-a]pyrazine-6-carboxamide trifluoroacetate FC(C(=O)O)(F)F.S1C(=CC2=C1CNC2)CNC(=O)[C@@H]2CCC=1N2C(C(=NC1)N[C@H](CCC)C1=CC=CC=C1)=O